methylamine hydroiodic acid salt I.CN